C(C1=CC=CC=C1)OC(=O)N1CC(C1)N1N=CC2=C1CN([C@@H](C2)C)C(=O)OC(C)(C)C Tert-butyl (5R)-1-(1-benzyloxycarbonylazetidin-3-yl)-5-methyl-5,7-dihydro-4H-pyrazolo[3,4-c]pyridine-6-carboxylate